3-((4-(3,5-Difluorophenyl)-6-(1H-pyrazol-1-yl)-1,3,5-triazin-2-yl)amino)propanamide FC=1C=C(C=C(C1)F)C1=NC(=NC(=N1)N1N=CC=C1)NCCC(=O)N